(S)-1-(2-chloro-6-fluorobenzyl)-N-(2-fluoro-6-hydroxybenzyl)-3,4-dimethyl-2-oxo-1,2,3,4-tetrahydro-quinazoline-7-carboxamide ClC1=C(CN2C(N([C@H](C3=CC=C(C=C23)C(=O)NCC2=C(C=CC=C2O)F)C)C)=O)C(=CC=C1)F